COC=1C=C(C=CC1)C1=CC(=CC=C1)OC 3,3'-dimethoxybiphenyl